C(C)(C)C1(C=C(CC1)C(C)=O)C 1-(3-isopropyl-3-methylcyclopent-1-en-1-yl)ethan-1-one